4-cyano-[N-(2-(trifluoromethyl)benzyl)]benzamide C(#N)C1=CC=C(C(=O)NCC2=C(C=CC=C2)C(F)(F)F)C=C1